FC1=CC=C(C=C1)NC(=O)C1(CC1)C(=O)NC1=CC=C(C=C1)OC1=CC=NC2=CC(=CC=C12)C=1C=NC=C(C1)OC 1-N'-(4-Fluorophenyl)-1-N-[4-[7-(5-methoxypyridin-3-yl)quinolin-4-yl]oxyphenyl]cyclopropane-1,1-dicarboxamide